N1C=C(C2=CC=CC=C12)CC(CC=C(C)C)N 1-(1H-indol-3-yl)-5-methyl-hex-4-en-2-amine